C1CCCC12CCN(CC2)C(=O)C2(CCCC2)NC2=CC=C(C#N)C=C2 4-((1-(8-azaspiro[4.5]decane-8-carbonyl)cyclopentyl)amino)benzonitrile